tert-butyl (1R,4R,5S)-5-((7-chloro-8-fluoro-3-iodo-2-(methylthio)-1,6-naphthyridin-4-yl)amino)-2-azabicyclo[2.1.1]hexane-2-carboxylate ClC1=NC=C2C(=C(C(=NC2=C1F)SC)I)N[C@H]1[C@H]2CN([C@@H]1C2)C(=O)OC(C)(C)C